1-((9H-fluoren-9-yl)methyl) 2-isopropyl (S)-5-oxopyrrolidine-1,2-dicarboxylate O=C1CC[C@H](N1C(=O)OCC1C2=CC=CC=C2C=2C=CC=CC12)C(=O)OC(C)C